butyl (3S,4S)-4-(4-aminopyrazol-1-yl)-3-fluoropiperidine-1-carboxylate NC=1C=NN(C1)[C@@H]1[C@H](CN(CC1)C(=O)OCCCC)F